[Si](C)(C)(C(C)(C)C)OC1CCC(CC12CCCCC2)=O 5-[(tert-butyldimethylsilyl)oxy]spiro[5.5]undecan-2-one